CN(S(=O)(=O)N)CCC1CCNCC1 N-methyl-N-(piperidin-4-yl)ethyl-sulfamide